2-(3-(2-chloro-3-(9-(5-chloro-2-cyanobenzyl)-6-(1-methylcyclopropoxy)-9H-purin-8-yl)phenoxy)propoxy)acetic acid ClC1=C(OCCCOCC(=O)O)C=CC=C1C=1N(C2=NC=NC(=C2N1)OC1(CC1)C)CC1=C(C=CC(=C1)Cl)C#N